5-chloro-1-isopropyl-3-((3-(piperazin-1-yl)phenyl)sulfonyl)-1H-indole ClC=1C=C2C(=CN(C2=CC1)C(C)C)S(=O)(=O)C1=CC(=CC=C1)N1CCNCC1